2-(4-hydroxybenzylidene)-4-nitrophenol OC1=CC=C(C=C2C(C=CC(=C2)[N+](=O)[O-])O)C=C1